2-((3R,4S)-3-amino-4-fluoropiperidin-1-yl)-6-fluoro-1-((5-fluoropyrimidin-2-yl)methyl)-1H-benzo[d]imidazole-4-carbonitrile N[C@@H]1CN(CC[C@@H]1F)C1=NC2=C(N1CC1=NC=C(C=N1)F)C=C(C=C2C#N)F